IC=1SC=C2C1CCC(C2)OC(NC)=O.CN2C(C1=CC=C(C=C1C(=C2)C=2C=C(C=CC2)NS(=O)(=O)C)C=2C=NN(C2)C)=O N-[3-[2-methyl-6-(1-methylpyrazol-4-yl)-1-oxoisoquinolin-4-yl]phenyl]methanesulfonamide (1-iodo-4,5,6,7-tetrahydro-2-benzothiophen-5-yl)-N-methyl-carbamate